OC1(CCC1)CN1C(N(CC12CCC(CC2)(C2=CC=CC=C2)NC)C=2C=NC(=NC2)C)=O 1-[(1-hydroxy-cyclobutyl)-methyl]-8-methylamino-3-(2-methyl-pyrimidin-5-yl)-8-phenyl-1,3-diazaspiro[4.5]decan-2-one